C([C@@H]1[C@H]([C@@H]([C@H]([C@H](O1)O[C@]2([C@H]([C@@H]([C@H](O2)COP(=O)(O)O)O)O)CO)O)O)O)O The molecule is a disaccharide phosphate. It has a role as an Escherichia coli metabolite. It derives from a sucrose. It is a conjugate acid of a sucrose 6(F)-phosphate(2-).